6,7-dihydro-5H-indazol-4-one N1N=CC=2C(CCCC12)=O